COC(C1CCN(CC1)C1=CC=C(C=C1)[C@@H]1C=2C=CC(=CC2CC[C@@H]1C(C)C)O)OC (5R,6R)-5-(4-(4-(dimethoxymethyl)piperidin-1-yl)phenyl)-6-isopropyl-5,6,7,8-tetrahydronaphthalen-2-ol